2-(2-aminoethyl)phenylethan-1-ol NCCC1=C(C=CC=C1)C(C)O